[N+](=O)([O-])Cl nitryl-chlorine